F[C@H]1CN(C[C@@H]1F)C1=NC(=NC=C1C(F)(F)F)NC1=CC=C(C=C1)N1C(COCC1)=O 4-[4-({4-[(3S,4S)-3,4-difluoropyrrolidin-1-yl]-5-(trifluoromethyl)pyrimidin-2-yl}amino)phenyl]morpholin-3-one